C(C)(=O)C1=C(C2=C(N=C(N=C2)NC2=NC=C(C=C2)C2CCN(CC2)C=2C=NC(=CC2)CO[Si](C)(C)C(C)(C)C)N(C1=O)C1CCCC1)C 6-acetyl-2-((5-(1-(6-(((tert-butyldimethylsilyl)oxy)methyl)pyridin-3-yl)piperidin-4-yl)pyridin-2-yl)amino)-8-cyclopentyl-5-methylpyrido[2,3-d]pyrimidin-7(8H)-one